lithium pyrrolidinate N1(CCCC1)C(=O)[O-].[Li+]